[O+]1=CC=CC=C1.[Se+2] selenium pyranium